N1C=CC2=CC=C(C=C12)NC(=O)NC=1C=CC2=C(OCC(N2CC2OCCC2)=O)C1 1-(1H-indol-6-yl)-3-(3-oxo-4-((tetrahydro-furan-2-yl)methyl)-3,4-dihydro-2H-benzo[b][1,4]oxazin-7-yl)urea